tert-butyl (3S)-3-(2-(3-(4-amino-3-chlorobenzamido)-2-oxopyridin-1(2H)-yl)propanamido)-4-hydroxy-5-(2,3,5,6-tetrafluorophenoxy)pentanoate NC1=C(C=C(C(=O)NC=2C(N(C=CC2)C(C(=O)N[C@@H](CC(=O)OC(C)(C)C)C(COC2=C(C(=CC(=C2F)F)F)F)O)C)=O)C=C1)Cl